Ethyl 2-(2,6-dimethyl-4-(((5-oxo-4-(4-(trifluoromethyl) phenyl)-4,5-dihydro-1H-1,2,4-triazol-1-yl) methyl) thio) phenoxy)-2-methylpropionate CC1=C(OC(C(=O)OCC)(C)C)C(=CC(=C1)SCN1N=CN(C1=O)C1=CC=C(C=C1)C(F)(F)F)C